N[C@@H](CO)[C@@H](\C=C\CCCCCCCCCCCCCCCCCCCCCCCCCCCCC)O (2S,3R,E)-2-aminotetratriacont-4-ene-1,3-diol